4,5,6-triphenyl-2,3'-bipyridine C1(=CC=CC=C1)C1=CC(=NC(=C1C1=CC=CC=C1)C1=CC=CC=C1)C=1C=NC=CC1